C1(CCCCC1)[C@H](N)C(=O)O L-α-cyclohexylglycine